3-(4-(3,8-diazabicyclo[3.2.1]octan-8-yl)-3-fluorophenyl)-2-methyl-3H-imidazo[4,5-b]pyridin C12CNCC(CC1)N2C2=C(C=C(C=C2)N2C(=NC=1C2=NC=CC1)C)F